FC1=C(C=C(C=C1)NC(C=C)=O)N1N=C(C(=C1)C=1C=C2CCNC(C2=CC1)=O)[N+](=O)[O-] N-(4-fluoro-3-(3-nitro-4-(1-oxo-1,2,3,4-tetrahydroisoquinolin-6-yl)-1H-pyrazol-1-yl)phenyl)acrylamide